Histidine Nitrate [N+](=O)(O)[O-].N[C@@H](CC1=CNC=N1)C(=O)O